CC1=NN=C2N1C(=NC=C2)O methyl-[1,2,4]triazolo[4,3-c]pyrimidin-5-ol